4-fluoro-4'-fluorobenzophenone FC1=CC=C(C(=O)C2=CC=C(C=C2)F)C=C1